tert-butyl 9-(5-cyano-4-(pyrimidin-2-yl)-1-((2-(trimethyl-silyl)ethoxy)-methyl)-1H-pyrazol-3-yl)-3-azaspiro[5.5]undec-8-ene-3-carboxylate C(#N)C1=C(C(=NN1COCC[Si](C)(C)C)C1=CCC2(CCN(CC2)C(=O)OC(C)(C)C)CC1)C1=NC=CC=N1